BrC1=CC(=C(C=C1)C1=NC2=C(C=NC(=C2)C(F)(F)F)N1C)SCC 2-[4-bromo-2-(ethylsulfanyl)phenyl]-3-methyl-6-(trifluoromethyl)imidazo[4,5-c]pyridine